5-bromo-6-(chloromethyl)-2-methyl-7-(trifluoromethyl)quinazolin-4(3H)-one BrC1=C2C(NC(=NC2=CC(=C1CCl)C(F)(F)F)C)=O